OC1=C2C(C(COC2=C(C(=C1C)O)C)CC1=CC(=C(C(=C1)OC)O)OC)=O 5,7-dihydroxy-6,8-dimethyl-3-(4'-hydroxy-3',5'-dimethoxybenzyl)chroman-4-one